6-amino-9-(4-((1'-(3-(2-(aminooxy)ethoxy)propanoyl)-4,4'-bipiperidin-1-yl)methyl)benzyl)-2-butoxy-7H-purin-8(9H)-one NC1=C2NC(N(C2=NC(=N1)OCCCC)CC1=CC=C(C=C1)CN1CCC(CC1)C1CCN(CC1)C(CCOCCON)=O)=O